(3R,4S)-4-{4-[4-(ethenesulfonyl)piperazin-1-yl]phenyl}-1-(7-fluoro-2,3-dihydro-1H-inden-1-yl)-N,N-dimethylpyrrolidin-3-amine C(=C)S(=O)(=O)N1CCN(CC1)C1=CC=C(C=C1)[C@@H]1[C@H](CN(C1)C1CCC2=CC=CC(=C12)F)N(C)C